[Si](C)(C)(C(C)(C)C)OCCC(C)C1=C(C=CC=C1)C=1C(=CC(=C(C1)NS(=O)(=O)C=1C=C(C(=O)OC)C=C(C1OC)Cl)F)F methyl 3-[[5-[2-[3-[tert-butyl(dimethyl)silyl]oxy-1-methyl-propyl]phenyl]-2,4-difluoro-phenyl]sulfamoyl]-5-chloro-4-methoxy-benzoate